C(C=C)C1=CC(=CC=C1)OC1=CC=CC=C1 1-allyl-3-(phenyloxy)-benzene